2-(tert-Butyl) 6-methyl 3,4-dihydroisoquinoline-2,6(1H)-dicarboxylate C1N(CCC2=CC(=CC=C12)C(=O)OC)C(=O)OC(C)(C)C